tert-butyl 6-[[6-(trifluoromethyl) pyridazin-3-yl] methyl]-2,6-diazaspiro[3.3]heptane-2-carboxylate FC(C1=CC=C(N=N1)CN1CC2(CN(C2)C(=O)OC(C)(C)C)C1)(F)F